COC(=O)C1CN(C(C1)C1=NC=C(C=C1F)OC1CNC1)C 5-[5-(azetidin-3-yloxy)-3-fluoropyridin-2-yl]-1-methylpyrrolidine-3-carboxylic acid methyl ester